[N+](=[N-])=C(C(=O)C)P(OC)(OC)=O dimethyl 1-diazoacetonylphosphonate